(9R,12R)-12-amino-3,8,11-trioxo-1-phenyl-9-(sulfonatomethyl)-2-oxo-4,7,10-triazatridecane-13-sulfonic acid dipotassium salt [K+].[K+].N[C@H](C(N[C@H](C(NCCNC(C(CC1=CC=CC=C1)=O)=O)=O)CS(=O)(=O)[O-])=O)CS(=O)(=O)O.N[C@H](C(N[C@H](C(NCCNC(C(CC1=CC=CC=C1)=O)=O)=O)CS(=O)(=O)[O-])=O)CS(=O)(=O)O